3-{1-[7-(4,4-Difluoro-piperidin-1-yl)-3,4,8,9b-tetraaza-cyclopenta[a]naphthalen-5-ylamino]-ethyl}-2-methyl-benzonitrile FC1(CCN(CC1)C=1C=C2C(=NC=3N(C2=CN1)C=CN3)NC(C)C=3C(=C(C#N)C=CC3)C)F